5-acetyl-1-(furan-3-yl)-6-methyl-2-oxo-1,2-dihydropyridine-3-carboxylic acid C(C)(=O)C=1C=C(C(N(C1C)C1=COC=C1)=O)C(=O)O